N-((1R)-2-((3-fluoro-4-(trimethylsilyl)phenyl)amino)-1-(4-(methoxymethyl)phenyl)-2-oxoethyl)-3-(methylsulfonyl)propenamide FC=1C=C(C=CC1[Si](C)(C)C)NC([C@@H](C1=CC=C(C=C1)COC)NC(C=CS(=O)(=O)C)=O)=O